O=C1NC(CC[C@@H]1NC(=O)C1=CC(N(C=C1OC)C1CCNCC1)=O)=O (S)-N-(2,6-dioxopiperidin-3-yl)-5-methoxy-2-oxo-1-(piperidin-4-yl)-1,2-dihydropyridine-4-carboxamide